BrC1=CC=CS1 5-bromothiophen